2-(2,6-dioxopiperidin-3-yl)-4-(4-iodobutylsulfanyl)isoindoline-1,3-dione O=C1NC(CCC1N1C(C2=CC=CC(=C2C1=O)SCCCCI)=O)=O